Naphthalen-1-ylmethyl (S)-3-cyclopropyl-2-(2-((S)-5-oxo-1-(2,3,5-trifluorobenzyl)pyrrolidin-2-yl)acetamido)propanoate C1(CC1)C[C@@H](C(=O)OCC1=CC=CC2=CC=CC=C12)NC(C[C@H]1N(C(CC1)=O)CC1=C(C(=CC(=C1)F)F)F)=O